C=1C=NN2C(NC=3C=CC=CC3C21)=O pyrazolo[1,5-c]quinazolin-5(6H)-one